2-(2-chlorophenyl)-N-[4-(4-cyclopropyl-1H-imidazol-1-yl)-3-sulfamoylphenyl]acetamide ClC1=C(C=CC=C1)CC(=O)NC1=CC(=C(C=C1)N1C=NC(=C1)C1CC1)S(N)(=O)=O